9,9-bis[4-(4-amino-2-ethylphenoxy)-3,5-bis(trifluoromethyl)phenyl]fluorene NC1=CC(=C(OC2=C(C=C(C=C2C(F)(F)F)C2(C3=CC=CC=C3C=3C=CC=CC23)C2=CC(=C(C(=C2)C(F)(F)F)OC2=C(C=C(C=C2)N)CC)C(F)(F)F)C(F)(F)F)C=C1)CC